ethyl 2-(4-(2-(((2-((1S,2S)-2-(3-chlorophenyl)cyclopropane-1-carboxamido)pyridin-4-yl)amino)methyl)-6-cyclopropylimidazo[1,2-a]pyridin-8-yl)piperazin-1-yl)acetate ClC=1C=C(C=CC1)[C@@H]1[C@H](C1)C(=O)NC1=NC=CC(=C1)NCC=1N=C2N(C=C(C=C2N2CCN(CC2)CC(=O)OCC)C2CC2)C1